CN1C(C(=C(C=C1)[O-])NC(N[C@@H](CC(=O)[O-])C1=CC(=CC=C1)OC1=CC=CC=C1)=O)=O.[Na+].[Na+] sodium (S)-3-(3-(1-methyl-4-oxido-2-oxo-1,2-dihydropyridin-3-yl)ureido)-3-(3-phenoxy phenyl)propanoate